C(C(C)C)(=O)OC=1C(=NC=CC1OC)C(NCC1=NOC(=N1)C1=CC=CC=C1)=O 4-methoxy-2-(((5-phenyl-1,2,4-oxadiazol-3-yl)methyl)carbamoyl)pyridin-3-yl isobutyrate